Cl.ClC1=C(C=CC=C1C1=CC(=CC=C1)Cl)[C@@]1(CC(N(C(N1)=N)[C@@H](CO)C1CC1)=O)C |o1:22| (6S)-6-[2-Chloro-3-(3-chloro-phenyl)phenyl]-3-[(1R*)-1-cyclopropyl-2-hydroxyethyl]-2-imino-6-methylhexahydro-pyrimidin-4-one hydrochloride